COC1=CC=C(C=C1)C(OC[C@@]1(O[C@H](COC1)N1C(NC(C=C1)=O)=O)COP(OCCC#N)N(C(C)C)C(C)C)(C1=CC=CC=C1)C1=CC=C(C=C1)OC 3-[[(2R,6R)-2-[[bis(4-methoxyphenyl)-phenyl-methoxy]methyl]-6-(2,4-dioxopyrimidin-1-yl)-1,4-dioxan-2-yl]methoxy-(diisopropylamino)phosphanyl]oxypropanenitrile